CC1(OB(OC1(C)C)C1=CC=C2C=3C=CC(=CC3C3(C2=C1)CCCC3)C#N)C 7'-(4,4,5,5-tetramethyl-1,3,2-dioxaborolan-2-yl)spiro[cyclopentane-1,9'-fluorene]-2'-carbonitrile